(1-methyl-1H-tetrazole) copper [Cu].CN1N=NN=C1